propan-1-yl 4-O-(6-O-sulfo-β-D-galactopyranosyl)-β-D-glucopyranoside S(=O)(=O)(O)OC[C@@H]1[C@@H]([C@@H]([C@H]([C@@H](O1)O[C@H]1[C@@H]([C@H]([C@H](OCCC)O[C@@H]1CO)O)O)O)O)O